C1(C=CC(N1CCCCCC(=O)OC1C(=O)NC(C1)=O)=O)=O maleimidocaproyl-oxysuccinimide